CC=1C=CC=C2C(NC(=NC12)CSC1CCN(CC1)CC1=C(OCC#N)C=CC=C1)=O 2-(2-((4-(((8-Methyl-4-oxo-3,4-dihydroquinazolin-2-yl)methyl)thio)piperidin-1-yl)methyl)phenoxy)acetonitrile